2-(2,6-dioxo-3-piperidyl)-4-(4-piperidylamino)isoindoline-1,3-dione O=C1NC(CCC1N1C(C2=CC=CC(=C2C1=O)NC1CCNCC1)=O)=O